CC12C(C(C(CC1)(C2(C)C)C)=O)=CC2=CC=CC=C2 methylbenzylenecamphor